F[C@@H]1C[C@H](NC1)C(=O)NC=1SC=C(N1)CC(F)(F)F (2S,4R)-4-fluoro-N-(4-(2,2,2-trifluoroethyl)thiazol-2-yl)pyrrolidine-2-carboxamide